COC[C@@]1(N2CCC(C1=O)CC2)COP(=O)(OC[C@]2(N1CCC(C2=O)CC1)COC)N[C@@H](C(C)C)C(=O)OC(C)C isopropyl (bis(((1S,2R,4S)-2-(methoxymethyl)-3-oxoquinuclidin-2-yl)methoxy)phosphoryl)-L-valinate